CN1N=CC(=C1O)C=1C=C2C(=CN1)N(N=C2C#C[Si](C(C)C)(C(C)C)C(C)C)C2OCCCC2 2-methyl-4-[1-tetrahydropyran-2-yl-3-(2-triisopropylsilylethynyl)pyrazolo[3,4-c]pyridin-5-yl]pyrazol-3-ol